CC1(CN(C1)CC(=O)NC=1C=C(C(=NC1)C)NC(=O)C1=NN=C2N1C=CC(=C2)C=2SC=CN2)C N-(5-(2-(3,3-dimethylazetidin-1-yl)acetamido)-2-methylpyridin-3-yl)-7-(thiazol-2-yl)-[1,2,4]triazolo[4,3-a]pyridine-3-carboxamide